BrCC1=CC=C(C=C1)[Si](OC)(OC)OC 4-(bromomethyl)phenyl-trimethoxysilane